1-(4-amino-8-(3-hydroxy-2,6-dimethylphenyl)pyrido[3,4-d]pyrimidin-6-yl)piperidin-4-ol NC=1C2=C(N=CN1)C(=NC(=C2)N2CCC(CC2)O)C2=C(C(=CC=C2C)O)C